tert-Butyl 4-(3-(2-aminooxazole-4-carboxamido)-4-bromophenyl)piperazine-1-carboxylate NC=1OC=C(N1)C(=O)NC=1C=C(C=CC1Br)N1CCN(CC1)C(=O)OC(C)(C)C